NC(C(=O)[O-])CC=1C(=NOC1C)O α-amino-3-hydroxy-5-methyl-4-isoxazole-propionate